C(C1=CC=CC=C1)OCCCCCCC=O 7-benzyloxyheptanal